CC1(OC(C(C(O1)=O)(C)C)=O)C 2,2,5,5-tetramethyl-1,3-dioxane-4,6-dione